ClC1=C2C(=NC=C1)N(N=C2C2CNC2)C2=CC=C(C=C2)OC(F)(F)F 3-(4-Chloro-1-(4-(trifluoromethoxy)phenyl)-1H-pyrazolo[3,4-b]pyridin-3-yl)azetidin